8-(1-((3-fluoro-2-(1-hydroxy-1H-benzo[d][1,2,6]oxazaborinin-6-yl)phenyl)amino)ethyl)-3,6-dimethyl-2-(piperidin-1-yl)-4H-chromen-4-one FC=1C(=C(C=CC1)NC(C)C=1C=C(C=C2C(C(=C(OC12)N1CCCCC1)C)=O)C)C=1C=CC2=C(C=NOB2O)C1